tert-butyl 3-chloro-5,8,9,10-tetrahydropyrido[3',2':4,5]pyrrolo[2,3-d]azepine-7(6H)-carboxylate ClC1=CC2=C(NC=3CCN(CCC32)C(=O)OC(C)(C)C)N=C1